N-(2-((tert-butyldimethylsilyl)oxy)-1-phenylethyl)ethenesulfonamide [Si](C)(C)(C(C)(C)C)OCC(C1=CC=CC=C1)NS(=O)(=O)C=C